N[C@H]1[C@@H]2N(C[C@H]1CC2)C(=O)C2=CC1=C(N(C(=N1)C1=CC=3C=4N1C(CNC4C=CC3)CC)C)C(=C2)F ((1R,4R,7R)-7-amino-2-azabicyclo[2.2.1]hept-2-yl)(2-(3-ethyl-2,3-dihydro-1H-pyrrolo[1,2,3-de]quinoxalin-5-yl)-7-fluoro-1-methyl-1H-benzo[d]imidazol-5-yl)methanone